4-bromo-2-cyclopropyl-pyrimidine BrC1=NC(=NC=C1)C1CC1